2-(2-trifluoromethylphenoxy)ethan-1-one FC(C1=C(OCC=O)C=CC=C1)(F)F